1-ethyl-4-methylpyridinium C(C)[N+]1=CC=C(C=C1)C